2-[4,6-bis(2,4-xylyl)-1,3,5-triazin-2-yl]-5-octoxyphenol C1(=C(C=C(C=C1)C)C)C1=NC(=NC(=N1)C1=C(C=C(C=C1)C)C)C1=C(C=C(C=C1)OCCCCCCCC)O